O1C(=CC=C1)C(=O)[O-].CC1=C[NH+]=CN1 5-methylimidazolium furanate